FC(C=1C=C(O[C@H]2CN(CC2)C2(CCC2)C(=O)N[C@@H](C)C2=CC=C(C(=O)O)C=C2)C=CC1)(F)F 4-[(1S)-1-[[1-[(3R)-3-[3-{Trifluoromethyl}phenoxy]pyrrolidin-1-yl]cyclobutane-1-carbonyl]amino]ethyl]benzoic acid